N-(2-fluoro-3-(4,4,5,5-tetramethyl-1,3,2-dioxaborolan-2-yl)phenyl)-2-hydroxy-2-methylpropanamide FC1=C(C=CC=C1B1OC(C(O1)(C)C)(C)C)NC(C(C)(C)O)=O